FC1=C(C=CC(=C1)F)[C@H](C)NC(CN1C(NC2=CC(=CC=C2C1=O)OC)=O)=O (S)-N-(1-(2,4-difluorophenyl)ethyl)-2-(7-methoxy-2,4-dioxo-1,4-dihydroquinazolin-3(2H)-yl)acetamide